FC1(CC(CC1)CN1C(=NOC1=O)CC1=C(N=CS1)C)F 4-[(3,3-difluorocyclopentyl)methyl]-3-[(4-methyl-1,3-thiazol-5-yl)methyl]-1,2,4-oxadiazol-5(4H)-one